ClC1=C(C=C(C=C1)C1=CN(C2=NC(=CN=C21)C(=O)N2C(CN(CC2)C2=NC(=C(C(=O)O)C(=C2)C)C)(C)C)CC(C)C)F 6-(4-(7-(4-chloro-3-fluorophenyl)-5-isobutyl-5H-pyrrolo[2,3-b]pyrazine-3-carbonyl)-3,3-dimethylpiperazin-1-yl)-2,4-dimethylnicotinic acid